FC(OC=1C=C(C=CC1)N1N=NC=C1)(F)F 1-(3-(trifluoromethoxy)phenyl)-1H-1,2,3-triazole